2-amino-2-(3-methylphenyl)ethanol NC(CO)C1=CC(=CC=C1)C